CNC1CN(C1)C(=O)C1=CC2=CC=CC(=C2C=C1)OC1=CC=C(C=C1)C(F)(F)F (3-(Methylamino)azetidin-1-yl)(5-(4-(trifluoromethyl)phenoxy)naphthalen-2-yl)methanone